3-(tripropoxysilyl)propyl-di-n-nonylmethyl-ammonium chloride [Cl-].C(CC)O[Si](CCC[N+](C)(CCCCCCCCC)CCCCCCCCC)(OCCC)OCCC